2,2'-(phenylazanediyl)bis(4-bromo-N-(quinolin-8-yl)benzamide) C1(=CC=CC=C1)N(C1=C(C(=O)NC=2C=CC=C3C=CC=NC23)C=CC(=C1)Br)C1=C(C(=O)NC=2C=CC=C3C=CC=NC23)C=CC(=C1)Br